tert-butylcarbonyl carbonate C(OC(=O)C(C)(C)C)([O-])=O